NC=1C=C(C=CC1N)C=1C=C2C=NC=NC2=CC1 6-(3,4-diaminophenyl)quinazolin